BrC1=CC=C(C=C1)[C@]12[C@](C3=NC=C(C=C3O1)Cl)([C@@H]([C@@H]([C@H]2C2=CC=CC=C2)CNC(OC(C)(C)C)=O)O)O |r| rac-tert-butyl (((5aR,6S,7S,8R,8aS)-5a-(4-bromophenyl)-3-chloro-8,8a-dihydroxy-6-phenyl-5a,7,8,8a-tetrahydro-6H-cyclopenta[4,5]furo[3,2-b]pyridin-7-yl)methyl)carbamate